tert-butyl (3-(4-bromo-9,10-difluoro-6-oxobenzo[4,5]imidazo[1,2-c]pyrido[3,4-e]pyrimidin-5(6H)-yl)propyl)(methyl)carbamate BrC1=CN=CC=2C=3N(C(N(C21)CCCN(C(OC(C)(C)C)=O)C)=O)C2=C(N3)C=C(C(=C2)F)F